(1S,2S)-2-(3-chlorophenyl)-N-(5-((6-cyclopropylimidazo[1,2-a]pyridin-2-yl)methoxy)pyrimidin-4-yl)cyclopropane-1-carboxamide ClC=1C=C(C=CC1)[C@@H]1[C@H](C1)C(=O)NC1=NC=NC=C1OCC=1N=C2N(C=C(C=C2)C2CC2)C1